N1C=CC2=CC(=CC=C12)NC(=O)NC1=NC(=CC=C1)CCCN1N=CN=C1C 1-(1H-indol-5-yl)-3-(6-(3-(5-methyl-1H-1,2,4-triazol-1-yl)propyl)pyridin-2-yl)urea